(2,3-dimethylphenyl)boronic acid CC1=C(C=CC=C1C)B(O)O